1-[4-(4-{2-[3-(trifluoromethoxy)phenyl]acetamido}-1H-1,2,3-triazol-1-yl)butyl]-N-{[4-(trifluoromethyl)pyridin-2-yl]methyl}-1H-1,2,3-triazole-4-carboxamide FC(OC=1C=C(C=CC1)CC(=O)NC=1N=NN(C1)CCCCN1N=NC(=C1)C(=O)NCC1=NC=CC(=C1)C(F)(F)F)(F)F